N-(6-chloro-4-(propan-2-yl)-1,5-naphthyridin-3-yl)-N'-(6-(1-methyl-1H-tetrazol-5-yl)-5-(trifluoromethyl)pyridin-3-yl)urea ClC=1N=C2C(=C(C=NC2=CC1)NC(=O)NC=1C=NC(=C(C1)C(F)(F)F)C1=NN=NN1C)C(C)C